COCN(C1=NC(=NC(=N1)N(COC)COC)N(COC)COC)COC hexa-(methoxymethyl)melamine